tert-butyl 4-((8-cyclobutoxy-7-(1H-pyrazol-4-yl)-[1,2,4]triazolo[1,5-c]pyrimidin-2-yl) amino)-3-methylpiperidine-1-carboxylate C1(CCC1)OC=1C=2N(C=NC1C=1C=NNC1)N=C(N2)NC2C(CN(CC2)C(=O)OC(C)(C)C)C